2-Ethylsulfanyl-4-methyl-6-morpholin-4-yl-N-(3-phenyl-propyl)-pyridine-3-carboxylic acid amide C(C)SC1=NC(=CC(=C1C(=O)NCCCC1=CC=CC=C1)C)N1CCOCC1